tert-butyl (3R)-3-[(1S)-2-tert-butoxy-1-[(4-fluoro-3-nitro-phenyl)methyl]-2-oxo-ethyl]pyrrolidine-1-carboxylate C(C)(C)(C)OC([C@@H](CC1=CC(=C(C=C1)F)[N+](=O)[O-])[C@@H]1CN(CC1)C(=O)OC(C)(C)C)=O